choline dihydroxide [OH-].[OH-].OCC[N+](C)(C)C.OCC[N+](C)(C)C